OC(CNC(CCCCCCCCC=C)=O)C N-(2-Hydroxypropyl)-10-undecenamide